(((3s,5s,6r)-6-fluoro-5-methyl-1-oxaspiro[2.5]oct-5-yl)methyl)-1H-benzo[d]imidazole-6-carbonitrile F[C@H]1[C@](C[C@]2(CO2)CC1)(C)CN1C=NC2=C1C=C(C=C2)C#N